C1(=CC=C(C=C1)C1=NC(=NN1C)CN1CCC2(CC1)OCCC1=CC=CC=C12)C1=CC=CC=C1 1'-((5-([1,1'-biphenyl]-4-yl)-1-methyl-1H-1,2,4-triazol-3-yl)methyl)spiro[isochroman-1,4'-piperidine]